C(=O)(OC(C)(C)C)NC(NC(=O)OC(C)(C)C)=O di-Bocurea